BrC1=CC=CC=2NC=NC21 4-bromo-1H-benzo[d]Imidazole